FC(N1C=C2C(=C(C1=O)C1=C(C=CC=C1)OCC(F)(F)F)CN(C2=O)C2=CC=C(C=C2)OCC(C)(C)O)F 5-(difluoromethyl)-2-[4-(2-hydroxy-2-methylpropoxy)phenyl]-7-[2-(2,2,2-trifluoroethoxy)phenyl]-1H-pyrrolo[3,4-c]pyridine-3,6(2H,5H)-dione